CC1=NOC(=C1C=1C=CC(=C(C1)N(C1=CC=C(C=C1)C1(CC1)C#N)CCC(CCN1C(C2=CC=CC=C2C1=O)=O)C)C)C (4-((5-(3,5-dimethylisoxazol-4-yl)-2-methylphenyl)(5-(1,3-dioxoisoindol-2-yl)-3-methylpentyl)amino)phenyl)cyclopropane-1-carbonitrile